O(C1=CC=CC=C1)C1=CC=C(C=C1)[C@H]1SCC[C@H](NC1=O)CNC1=NC=CC=N1 (2R,5S)-2-(4-phenoxyphenyl)-5-[(pyrimidin-2-ylamino)methyl]-1,4-thiazepan-3-one